(2R)-3-(4-(4-(1-(1-phenylpropyl)-1H-pyrazol-4-yl)pyrazolo[1,5-a]pyrazin-6-yl)-1H-pyrazol-1-yl)propane-1,2-diol C1(=CC=CC=C1)C(CC)N1N=CC(=C1)C=1C=2N(C=C(N1)C=1C=NN(C1)C[C@H](CO)O)N=CC2